NC1=NC(=C(C=C1C=1C=C2CCNC(C2=CC1F)=O)C1=CC=C(C=C1)OC1CCN(CC1)C1COC1)F 6-(2-amino-6-fluoro-5-(4-((1-(oxetan-3-yl)piperidin-4-yl)oxy)phenyl)pyridin-3-yl)-7-fluoro-3,4-dihydroisoquinolin-1(2H)-one